tert-butyl 5-(5-fluoropyridin-3-yl)-4,5-dihydro-1H-pyrazole-1-carboxylate FC=1C=C(C=NC1)C1CC=NN1C(=O)OC(C)(C)C